[Br-].C[N+](CC(COC(CCCCCCC\C=C/CCCCCCCC)=O)OC(CCCCCCC\C=C/CCCCCCCC)=O)(CCO)C dimethyl-2-hydroxyethyl-2,3-dioleoyloxypropylammonium bromide